CC1=CC=NCN1CCCCC 6-methyl-N-pentylpyrimidine